tert-butyl 3-acryl-3-allylazetidine-1-carboxylate C(=O)(C=C)C1(CN(C1)C(=O)OC(C)(C)C)CC=C